5-Fluorobenzo[D]isothiazole-3-carboxylic acid ethyl ester 1,1-dioxide C(C)OC(=O)C1=NS(C2=C1C=C(C=C2)F)(=O)=O